1-(4-(4-((2-fluoro-4-((2-(3-hydroxy-3-(trifluoromethyl)azetidin-1-yl)pyridin-4-yl)oxy)phenyl)amino)-1H-pyrazolo[3,4-d]pyrimidin-3-yl)piperidin-1-yl)prop-2-en-1-one FC1=C(C=CC(=C1)OC1=CC(=NC=C1)N1CC(C1)(C(F)(F)F)O)NC1=C2C(=NC=N1)NN=C2C2CCN(CC2)C(C=C)=O